ClC1=C(C=CC=C1F)C=1C(N(C(N(C1)CC(=O)O)=O)[C@H](CNC1(COC1)C)C)=O [5-(2-Chloro-3-fluoro-phenyl)-3-[(S)-1-methyl-2-(3-methyl-oxetan-3-ylamino)-ethyl]-2,4-dioxo-3,4-dihydro-2H-pyrimidin-1-yl]-acetic acid